ethyl 5-(4-amino-7-methyl-5-(4-((4-methylpyrimidin-2-yl) oxy) phenyl)-7H-pyrrolo[2,3-d]pyrimidin-6-yl)-1-methyl-1H-pyrazole-3-carboxylate NC=1C2=C(N=CN1)N(C(=C2C2=CC=C(C=C2)OC2=NC=CC(=N2)C)C2=CC(=NN2C)C(=O)OCC)C